3-(4-(3-chlorophenyl)piperazin-1-yl)-1,1-diphenylpropan-2-ol ClC=1C=C(C=CC1)N1CCN(CC1)CC(C(C1=CC=CC=C1)C1=CC=CC=C1)O